CN(C)CC1(CC1)C=1SC2=C(N1)C=C(C=C2)[C@@H]2N(C[C@H](CC2)C)C(C(=O)NC=2C=NC(=C(C(=O)N)C2)OC)=O 5-(2-((2R,5S)-2-(2-(1-((dimethylamino)methyl)cyclopropyl)benzo[d]thiazol-5-yl)-5-methylpiperidin-1-yl)-2-oxoacetamido)-2-methoxynicotinamide